[Cl-].C[NH+](CCCCCCCCCCCCCCCCCC)C N,N-dimethyl-N-octadecylammonium chloride